Cl.S1C=NC=C1N Thiazole-5-amine hydrochloride